(S,6S)-N-(((R)-2,8-difluoro-1,2,3,5,6,7-hexahydro-s-indacen-4-yl)carbamoyl)-6-methoxy-N'-trityl-6,7-dihydro-5H-pyrazolo[5,1-b][1,3]oxazine-3-sulfonimidamide F[C@H]1CC2=C(C=3CCCC3C(=C2C1)NC(=O)N[S@@](=O)(=NC(C1=CC=CC=C1)(C1=CC=CC=C1)C1=CC=CC=C1)C=1C=NN2C1OC[C@H](C2)OC)F